FC(C(=O)O)(F)F.CS(=O)(=O)CC1CNC1 3-((methylsulfonyl)methyl)azetidine trifluoroacetate salt